4-(aminomethyl)pyridin-2-amine NCC1=CC(=NC=C1)N